C(C1=CC=CC=C1)N1C=C(C=CC1=O)OC1=C(C=C(C=C1Br)NN=C(C(=O)NC(OCC)=O)C#N)Br Ethyl (2-(2-(4-((1-benzyl-6-oxo-1,6-dihydropyridin-3-yl)oxy)-3,5-dibromophenyl)hydrazono)-2-cyanoacetyl)carbamate